CN(C)CC1=CC=C(C=C1)N1C(=CC2=C1N=C(N=C2)N[C@H]2[C@@H](COCC2)O)C(=O)N(C)C 7-(4-((dimethylamino)methyl)phenyl)-2-(((3S,4R)-3-hydroxytetrahydro-2H-pyran-4-yl)amino)-N,N-dimethyl-7H-pyrrolo[2,3-d]pyrimidine-6-carboxamide